5-ethoxy-3-fluoro-2-(4-{[(3R)-1-methylpiperidin-3-yl]amino}pyrrolo[1,2-d][1,2,4]triazin-1-yl)phenol C(C)OC=1C=C(C(=C(C1)O)C=1C=2N(C(=NN1)N[C@H]1CN(CCC1)C)C=CC2)F